C(C1=CC=CC=C1)OC1=C(C=CC(=C1)F)CN(C(=O)NCC1=CC=C(C=C1)OCC(C)C)C1CCN(CC1)C 1-{[2-(benzyloxy)-4-fluorophenyl]methyl}-1-(1-methylpiperidin-4-yl)-3-{[4-(2-methylpropyloxy)phenyl]methyl}urea